diethyl 2-(((2R,3S,4S,5S,6R)-3,4,5-trihydroxy-6-(4-nitrophenoxy)tetrahydro-2H-pyran-2-yl)methyl)malonate O[C@@H]1[C@H](O[C@@H]([C@H]([C@H]1O)O)OC1=CC=C(C=C1)[N+](=O)[O-])CC(C(=O)OCC)C(=O)OCC